CN1N=NC(=C1)C1=CC=C2C(=N1)C(=CS2)NC2=CC=CC=C2 5-(1-methyl-1H-1,2,3-triazol-4-yl)-N-phenylthieno[3,2-b]pyridin-3-amine